((3aR,4S,6R,6aS)-2,2,4-trimethyl-6-(4-phenoxy-7H-pyrrolo[2,3-d]pyrimidin-7-yl)tetrahydro-3aH-cyclopenta[d][1,3]dioxol-4-yl)methanol CC1(O[C@H]2[C@@H](O1)[C@@H](C[C@@]2(C)CO)N2C=CC1=C2N=CN=C1OC1=CC=CC=C1)C